methyl 4-[[(7S)-3-cyano-1-[3-[(1S)-1-(2,2-difluoro-1,3-benzodioxol-5-yl)ethoxy]-4-fluoro-phenyl]-4,5,6,7-tetrahydroindazol-7-yl]oxy]benzoate C(#N)C1=NN(C=2[C@H](CCCC12)OC1=CC=C(C(=O)OC)C=C1)C1=CC(=C(C=C1)F)O[C@@H](C)C1=CC2=C(OC(O2)(F)F)C=C1